BrC1=CC(=C(C=C1C)N(C(C#CC)=O)C1=C(C=C2C(=N1)OCC2)OC)C2CC2 N-(4-bromo-2-cyclopropyl-5-methylphenyl)-N-(5-methoxy-2,3-dihydrofuro[2,3-b]pyridin-6-yl)but-2-ynamide